lithium perfluorosulfonate salt FS(=O)(=O)[O-].[Li+]